Cl.ClC1=CC=2N(C(NC(C2C(=N1)OCCNC)=O)=O)C=1SC=CN1 7-Chloro-5-(2-(methylamino)ethoxy)-1-(thiazol-2-yl)pyrido[4,3-d]pyrimidine-2,4(1H,3H)-dione hydrochloride